C1(CCCC1)N(CCC(=O)NC=1C=C(C(=NC1)C)NC(=O)C1=NN=C2N1C=CC(=C2)C=2C=NN(C2)C)C(C)C N-(5-(3-(cyclopentyl(isopropyl)amino)propanamido)-2-methylpyridin-3-yl)-7-(1-methyl-1H-pyrazol-4-yl)-[1,2,4]triazolo[4,3-a]pyridine-3-carboxamide